sodium methanesulphonate tert-butyl(2-((4-(((2S,4R)-2-methyl-1-propionyl-1,2,3,4-tetrahydroquinolin-4-yl)amino)phenyl)thio)ethyl)carbamate C(C)(C)(C)N(C([O-])=O)CCSC1=CC=C(C=C1)N[C@@H]1C[C@@H](N(C2=CC=CC=C12)C(CC)=O)C.CS(=O)(=O)O.[Na+]